N-(1-Amino-4b-hydroxy-7-methyl-10-oxo-4b,10-dihydro-9bH-indeno[1,2-b]benzofuran-9b-yl)acetamide NC1=C2C(C3(C(OC4=C3C=CC(=C4)C)(C2=CC=C1)O)NC(C)=O)=O